CC(=COB(O)O)C 2,2-dimethylvinylboric acid